(E)-3-(5-chloro-1-methyl-pyrazol-4-yl)prop-2-enoic acid ethyl ester C(C)OC(\C=C\C=1C=NN(C1Cl)C)=O